6-(2,4-dimethoxypyrimidin-5-yl)-8-[(1S,2S)-2-(4-fluorophenyl)cyclopropyl]-N,N-dimethyl-imidazo[1,2-b]pyridazine-2-carboxamide COC1=NC=C(C(=N1)OC)C=1C=C(C=2N(N1)C=C(N2)C(=O)N(C)C)[C@@H]2[C@H](C2)C2=CC=C(C=C2)F